FC1=C(C=C(C=C1)[C@H](NC(=O)N1CC(NCC1)=O)[C@@H]1C[C@H](C1)C(F)(F)F)C(F)(F)F |o1:7| N-((R or S)-(4-fluoro-3-(trifluoromethyl)phenyl)(trans-3-(trifluoro-methyl)cyclobutyl)-methyl)-3-oxo-piperazine-1-carboxamide